6-(Bromomethyl-d2)-2-pyridylamino 2,2-dimethylpropionate CC(C(=O)ONC1=NC(=CC=C1)C([2H])([2H])Br)(C)C